C1(=CC=CC=C1)NC1=CC=CC=2C=CC=3C(C=4C=CC=CC4NC3C21)=O (phenylamino)benzo[c]acridin-7(12H)-one